NN1C=NN=C1 L-4-amino-1,2,4-triazole